benzyl (3-(3-(2-bromooxazol-5-yl)cyclopent-2-en-1-yl)-1-(tert-butyl)-1H-pyrazol-5-yl)carbamate BrC=1OC(=CN1)C1=CC(CC1)C1=NN(C(=C1)NC(OCC1=CC=CC=C1)=O)C(C)(C)C